COC=1C=C(CN(C2=CC(=NC=C2)COCCOCC2=CC(=CC=C2)OC)CC2=CC(=CC=C2)N2CCOCC2)C=CC1 N-(3-methoxybenzyl)-2-((2-(3-methoxybenzyloxy)ethoxy)methyl)-N-(3-morpholinobenzyl)pyridin-4-amine